COC=1C=NC=CC1C(C)N 1-(3-methoxypyridin-4-yl)ethan-1-amine